1,3-Difluoropropan-2-yl (S)-2-amino-6-diazo-5-oxohexanoate N[C@H](C(=O)OC(CF)CF)CCC(C=[N+]=[N-])=O